2-(4-(trifluoromethyl)phenyl)-9H-pyrimido[4,5-b]indole FC(C1=CC=C(C=C1)C=1N=CC2=C(NC3=CC=CC=C23)N1)(F)F